CS(=O)(=O)C1=CC=C(C=C1)C=1OC(=C(N1)N1C=CC=2C=CC=NC2C1=O)C1=CC=C(C=C1)C(F)(F)F 7-[2-(4-methanesulfonylphenyl)-5-[4-(trifluoromethyl)phenyl]-1,3-oxazol-4-yl]-7,8-dihydro-1,7-naphthyridin-8-one